1-methyl-4-(piperazin-1-yl)piperazine hydrochloride Cl.CN1CCN(CC1)N1CCNCC1